5-[5-chloro-2-[(3S)-3-(morpholinomethyl)-3,4-dihydro-1H-isoquinoline-2-carbonyl]phenyl]-N-(1H-indazol-5-yl)-N-[(3-methoxy-2-methyl-phenyl)methyl]-1,2-dimethyl-pyrrole-3-carboxamide ClC=1C=CC(=C(C1)C1=CC(=C(N1C)C)C(=O)N(CC1=C(C(=CC=C1)OC)C)C=1C=C2C=NNC2=CC1)C(=O)N1CC2=CC=CC=C2C[C@H]1CN1CCOCC1